C(C)[C@@]1([C@@](C=CC(=C1)C)(C(=O)O)CC)C(=O)O.C[C@H]1N(CCOC1)C1=CC(=C2C(=N1)C(=NS2)C2=CC=NN2)C(C)(C)O 2-{5-[(3R)-3-methylmorpholin-4-yl]-3-(1H-pyrazol-5-yl)-[1,2]thiazolo[4,5-b]pyridin-7-yl}propan-2-ol trans-diethyl-4-methylcyclohexa-3,5-diene-1,2-dicarboxylate